2-hydroxy-4-(pyridin-3-yl)benzoic acid OC1=C(C(=O)O)C=CC(=C1)C=1C=NC=CC1